(E)-1-(4-chlorostyryl)isoquinoline Methyl-4-(2-(methylthio)pyrimidin-4-yl)tetrahydro-2H-pyran-4-carboxylate COC(=O)C1(CCOCC1)C1=NC(=NC=C1)SC.ClC1=CC=C(/C=C/C2=NC=CC3=CC=CC=C23)C=C1